CN(C(OC(C)(C)C)=O)CCOC=1C=NC=CC1C1=C(C2=NC=CC=C2N1)C1=CC(=CC=C1)C tert-butyl methyl[2-({4-[3-(3-methylphenyl)-1H-pyrrolo[3,2-b]pyridin-2-yl]pyridin-3-yl}oxy)ethyl]carbamate